CNC(=O)C1=CC2=C(N(C(=N2)NC=2SC3=C(N2)C=CC(=C3)Cl)CC)C=C1 2-(6-Chloro-benzothiazol-2-ylamino)-1-ethyl-1H-benzoimidazole-5-carboxylic acid methylamide